Cl[Ce](Cl)Cl trichlorocerium (III)